bis(2-ethylhexylsalicyloyl)(ethylsalicyloyl)propylsilane C(C)C(COC=1C(C(=O)[Si](CCC)(C(C=2C(OCC)=CC=CC2)=O)C(C=2C(OCC(CCCC)CC)=CC=CC2)=O)=CC=CC1)CCCC